8-[3-[3-(3-Formyl-4-oxo-pyrido[1,2-a]pyrimidin-8-yl)-2-methyl-phenyl]-2-methyl-phenyl]-4-oxo-pyrido[1,2-a]pyrimidine-3-carbaldehyde C(=O)C1=CN=C2N(C1=O)C=CC(=C2)C=2C(=C(C=CC2)C=2C(=C(C=CC2)C2=CC=1N(C(C(=CN1)C=O)=O)C=C2)C)C